(cyanomethyl)-N-methylpyridine-3-carboxamide C(#N)CC1=NC=CC=C1C(=O)NC